N-(azetidin-3-yl)-5-(4-(trifluoromethoxy)phenyl)-1,3,4-oxadiazol-2-amine N1CC(C1)NC=1OC(=NN1)C1=CC=C(C=C1)OC(F)(F)F